4-(2-(4-(3-(4-Cyano-3-(trifluoromethyl)phenyl)-5,5-dimethyl-4-oxo-2-thioxoimidazolidin-1-yl)-2-ethylphenoxy)ethyl)piperidine-1-carboxylic acid tert-butyl ester C(C)(C)(C)OC(=O)N1CCC(CC1)CCOC1=C(C=C(C=C1)N1C(N(C(C1(C)C)=O)C1=CC(=C(C=C1)C#N)C(F)(F)F)=S)CC